CN1C2CC(C(C1)C2)CN2N=CC(=C2)C2=NC1=CC=CC=C1N=C2 2-(1-((2-methyl-2-azabicyclo[2.2.1]heptan-5-yl)methyl)-1H-pyrazol-4-yl)quinoxaline